4-[2-(2,4-difluorophenoxy)-5-(methylsulfonyl)phenyl]-2-(1-hydroxyethyl)-6-methyl-1,6-dihydro-7H-pyrrolo[2,3-c]pyridin-7-one FC1=C(OC2=C(C=C(C=C2)S(=O)(=O)C)C=2C3=C(C(N(C2)C)=O)NC(=C3)C(C)O)C=CC(=C1)F